1-(1H-imidazol-2-yl)-2-methylpropan-1-one N1C(=NC=C1)C(C(C)C)=O